C1=CC=CC=2C3=CC=CC=C3C(C12)COC(NCC(NCOCC1(CCC1)C(=O)OCC1=CC=CC=C1)=O)=O Benzyl 1-(10-(9H-fluoren-9-yl)-5,8-dioxo-2,9-dioxa-4,7-diazadecyl)cyclobutane-1-carboxylate